silicon-lead-titanium [Ti].[Pb].[Si]